methyl 2-(tert-Butoxycarbonyl)-1,2,3,4-tetrahydroisoquinoline-7-carboxylate C(C)(C)(C)OC(=O)N1CC2=CC(=CC=C2CC1)C(=O)OC